(S)-(4,4-difluoro-1-piperidinyl)-[6-(3-methyl-1H-pyrrolo[2,3-b]pyridin-5-yl)-8-[pyrrolidin-2-yl]-3,4-Dihydroisoquinolin-2(1H)-yl]methanone FC1(CCN(CC1)C(=O)N1CC2=C(C=C(C=C2CC1)C=1C=C2C(=NC1)NC=C2C)[C@H]2NCCC2)F